NC1=NN2C(N=CC=C2)=C1C(=O)N[C@@H](C)C=1N(C(C2=C(C=CC=C2C1)C#CC1=CN=C2N1CCNC2)=O)C2=CC=CC=C2 (S)-2-amino-N-(1-(1-oxo-2-phenyl-8-((5,6,7,8-tetrahydroimidazo[1,2-a]pyrazin-3-yl)ethynyl)-1,2-dihydroisoquinolin-3-yl)ethyl)pyrazolo[1,5-a]pyrimidine-3-carboxamide